(1R,3s,5S)-N-methyl-8-(oxetane-3-yl)-8-azabicyclo[3.2.1]octan-3-amine CNC1C[C@H]2CC[C@@H](C1)N2C2COC2